ClC=1C=C(C=C(C1Cl)F)C=1N=NNC1 4-(3,4-dichloro-5-fluorophenyl)-1H-1,2,3-triazol